CC1(OB(OC1(C)C)C1=CC=CC=2N=C(SC21)NC(=O)C2CC2)C N-[7-(4,4,5,5-tetramethyl-1,3,2-dioxaborolan-2-yl)-1,3-benzothiazol-2-yl]cyclopropanecarboxamide